N1=CC=CC=2CCC/C(/C12)=N\NC(=S)N1CCC2(CC1)CCN(CC2)C2=NC=CC=C2 (E)-N'-(6,7-dihydroquinolin-8(5H)-ylidene)-9-(pyridin-2-yl)-3,9-diazaspiro[5.5]undecane-3-thiohydrazide